(R)-2-{1,1-dimethyl-2-[(1r,4R)-4-hydroxycyclohexyl]ethylamino}-1-(m-fluorophenyl)-1-ethanol CC(CC1CCC(CC1)O)(C)NC[C@H](O)C1=CC(=CC=C1)F